5-nitropyridine [N+](=O)([O-])C=1C=CC=NC1